FC=1C(=CC=2C3=C(NC(C2C1)=O)COC[C@@H]3N(C(=O)NC3=CC(=C(C(=C3)F)F)F)C)F (R)-1-(8,9-difluoro-6-oxo-1,4,5,6-tetrahydro-2H-pyrano[3,4-c]isoquinolin-1-yl)-1-methyl-3-(3,4,5-trifluorophenyl)urea